5-bromo-6-(difluoromethoxy)-1H-benzimidazole BrC1=CC2=C(NC=N2)C=C1OC(F)F